N-((1s,3r,5R,7S)-3-((2-(5-fluoroisoindolin-2-yl)-2-oxoethyl)amino)adamantan-1-yl)nicotinamide hydrochloride Cl.FC=1C=C2CN(CC2=CC1)C(CNC12CC3(C[C@@H](C[C@H](C1)C3)C2)NC(C2=CN=CC=C2)=O)=O